C(C)(C)(C)OC(=O)N1CCC(CC1)(SCC1=CC=C(C=C1)OC)C(N[C@H](CCCO)C1=CC=CC=C1)=O (R)-4-((4-hydroxy-1-phenylbutyl)carbamoyl)-4-((4-methoxybenzyl)thio)piperidine-1-carboxylic acid tert-butyl ester